butyric acid, 2-methylpropyl ester C(CCC)(=O)OCC(C)C